COC=1C(=C(C=CC1)[C@H]1NCCC1)C (2S)-2-(3-methoxy-2-methylphenyl)pyrrolidine